6-((S)-5-(tert-butoxy)-5-oxo-4-tetradecanoylaminopentanoylamino)hexane C(C)(C)(C)OC([C@H](CCC(=O)NCCCCCC)NC(CCCCCCCCCCCCC)=O)=O